4-(2-bromo-4-chlorophenoxy)aniline BrC1=C(OC2=CC=C(N)C=C2)C=CC(=C1)Cl